bis(3-propyl)(3-propoxy)silane CCC[SiH](OCCC)CCC